C(C)(C)(C)OC(=O)N[C@H](C(=O)O)CC=1N=NC(=NN1)C1=CC=CC=C1 (S)-2-((tert-butoxycarbonyl)amino)-3-(6-phenyl-1,2,4,5-tetrazin-3-yl)propanoic acid